C(C)OC(CC(C1=CC2=C(N(N=N2)C)C(=C1)OC)C1=C2CCN(CC2=CC=C1)C(CC1=CC=C(C=C1)OC)=O)=O 3-[2-(4-Methoxyphenylacetyl)-1,2,3,4-tetrahydroisoquinolin-5-yl]-3-(7-methoxy-1-methyl-1H-benzo[d][1,2,3]triazol-5-yl)propionic acid ethyl ester